6-amino-3H-spiro[benzofuran-2,4'-piperidine]-1'-carboxylic acid tert-butyl ester C(C)(C)(C)OC(=O)N1CCC2(CC1)OC1=C(C2)C=CC(=C1)N